6-(3-((tert-butyldimethylsilyl)oxy)-2-fluorophenyl)-2-(furan-2-ylmethylene)-8-(3-methylbenzyl)imidazo[1,2-a]Pyrazin-3(2H)-one [Si](C)(C)(C(C)(C)C)OC=1C(=C(C=CC1)C=1N=C(C=2N(C1)C(C(N2)=CC=2OC=CC2)=O)CC2=CC(=CC=C2)C)F